3-[2-amino-7-(1H-pyrazol-3-yl)quinolin-3-yl]propan-1-ol tert-butyl-4-(3-(2,4-dioxotetrahydropyrimidin-1(2H)-yl)-4-methoxybenzoyl)piperazine-1-carboxylate C(C)(C)(C)C1N(CCN(C1)C(C1=CC(=C(C=C1)OC)N1C(NC(CC1)=O)=O)=O)C(=O)OCCCC=1C(=NC2=CC(=CC=C2C1)C1=NNC=C1)N